Iodopropane-2-one ICC(C)=O